CC=1N=C2N(N=C(C=C2C)C2=CC3=C(C(N(C=C3)C3CCN(CC3)C(=O)OC(C)(C)C)=O)S2)C1 tert-butyl 4-(2-(2,8-dimethylimidazo[1,2-b]pyridazin-6-yl)-7-oxothieno[2,3-c]pyridin-6(7H)-yl)piperidine-1-carboxylate